N1=CC=CC2=CC=C(C=C12)C1=C(C=CC(=N1)C#N)C=1C=NN(C1)CC(C(F)(F)F)(C)C 6-Chinolin-7-yl-5-[1-(3,3,3-trifluoro-2,2-dimethylpropyl)-1H-pyrazol-4-yl]pyridin-2-carbonitril